(R)-2-(6-(4-(2-((4-fluorotetrahydro-2H-pyran-4-yl)methoxy)phenyl)piperidin-1-yl)-2-azaspiro[3.4]octan-2-yl)-1,3,4-oxadiazole FC1(CCOCC1)COC1=C(C=CC=C1)C1CCN(CC1)[C@H]1CC2(CN(C2)C=2OC=NN2)CC1